CC1N(CCC12CC(CCC2)=C)CC2=CC=CC=C2 methyl-2-benzyl-7-methylene-2-azaspiro[4.5]decane